C1(CC1)[C@@H](N[S@](=O)C(C)(C)C)C1=CC(=CC=C1)C(F)(F)F |r| (±)-N-((RS)-cyclopropyl(3-(trifluoromethyl)phenyl)methyl)-2-methylpropane-2-sulfinamide